methyl-5-bromo-6-chloro-pyrazin-2-amine CC=1C(=NC(=C(N1)Br)Cl)N